C(C1=CC=CC=C1)OC(=O)N(CC(=O)OC(C)(C)C)CCNC12C(NC(C(C1)C2)=O)=O Tert-Butyl N-((Benzyloxy)Carbonyl)-N-(2-((2,4-Dioxo-3-Azabicyclo[3.1.1]Heptan-1-Yl)Amino)Ethyl)Glycinate